FC(C=1N=C2N(C=C(C=C2N2CCOCC2)C=2C(=CC(=C(C2)NC(=O)N2CC(=CC2)CC(F)(F)F)F)C)C1)F N-(5-(2-(difluoromethyl)-8-morpholinoimidazo[1,2-a]pyridin-6-yl)-2-fluoro-4-methylphenyl)-3-(2,2,2-trifluoroethyl)-2,5-dihydro-1H-pyrrole-1-carboxamide